3-benzoyl-1-[(2R,3S,4R,5R)-4-[(tert-butyldimethylsilyl)oxy]-5-[[(tert-butyldimethylsilyl)oxy]methyl]-5-ethenyl-3-fluorooxolan-2-yl]pyrimidine-2,4-dione C(C1=CC=CC=C1)(=O)N1C(N(C=CC1=O)[C@@H]1O[C@]([C@H]([C@@H]1F)O[Si](C)(C)C(C)(C)C)(C=C)CO[Si](C)(C)C(C)(C)C)=O